6-chloro-N-(2-(isopropylsulfanyl)phenyl)-1H-pyrazolo[3,4-d]pyrimidin-4-amine ClC1=NC(=C2C(=N1)NN=C2)NC2=C(C=CC=C2)SC(C)C